4,7-bis(1H-benzimidazole-1-yl)-2,1,3-benzothiadiazole N1(C=NC2=C1C=CC=C2)C2=CC=C(C1=NSN=C12)N1C=NC2=C1C=CC=C2